C1=CC=CC2=NC3=CC=CC=C3C(=C12)C(=O)OC1=C(C=C(C=C1Br)C(=O)N1CCN(CC1)S(=O)(=O)C1=CC=C(C)C=C1)Br 2,6-dibromo-4-(4-tosylpiperazine-1-carbonyl)phenyl acridine-9-carboxylate